C12CN(CC(N1)C2)C=2OC1=C(N2)C(=CC=C1C=1SC=CN1)OC1CC(C1)C#N 3-((2-(3,6-diazabicyclo[3.1.1]heptan-3-yl)-7-(thiazol-2-yl)benzo[d]oxazol-4-yl)oxy)cyclobutane-1-carbonitrile